C(C)(C)(C)NS(=O)(=O)C1=CC=C(C(=O)O)C=C1 4-[(tert-butylamino)sulfonyl]-benzoic acid